di-n-octadecyl-3,5-di-tert-butyl-4-hydroxy-benzylphosphonate C(CCCCCCCCCCCCCCCCC)C(C1=CC(=C(C(=C1)C(C)(C)C)O)C(C)(C)C)(P([O-])([O-])=O)CCCCCCCCCCCCCCCCCC